tert-butyl (S)-2-((benzyloxy) methyl)-7-(4-fluorobenzyl)-6-methyl-2,3-dihydro-1H-pyrido[2,3-b][1,4]oxazine-1-carboxylate C(C1=CC=CC=C1)OC[C@@H]1N(C2=C(OC1)N=C(C(=C2)CC2=CC=C(C=C2)F)C)C(=O)OC(C)(C)C